5-(3-ethylphenyl)-3-fluoro-2-[4-[[1-[2-[4-[2-fluoro-5-[(4-oxo-3H-phthalazin-1-yl)methyl]benzoyl]piperazin-1-yl]-2-oxo-ethyl]-4-piperidyl]oxy]piperidine-1-carbonyl]benzonitrile C(C)C=1C=C(C=CC1)C=1C=C(C(=C(C#N)C1)C(=O)N1CCC(CC1)OC1CCN(CC1)CC(=O)N1CCN(CC1)C(C1=C(C=CC(=C1)CC1=NNC(C2=CC=CC=C12)=O)F)=O)F